FC(C1=NN(C(=C1)C1=NC(=NO1)C1(CC1)C1=C(C=CC=C1)C)C1CC(C1)C(=O)O)F 3-(3-(difluoromethyl)-5-(3-(1-(o-tolyl)cyclopropyl)-1,2,4-oxadiazol-5-yl)-1H-pyrazol-1-yl)cyclobutane-1-carboxylic acid